COC(=O)[C@@H]1[C@H]2C([C@H]2CN1)(C)C.ClC1=CC(=C(C=N1)C(=O)NC)NC=1C(N(C=CC1)C)=O 6-chloro-N-methyl-4-[(1-methyl-2-oxopyridin-3-yl)amino]pyridine-3-carboxamide methyl-(1R,2S,5S)-6,6-dimethyl-3-azabicyclo[3.1.0]hexane-2-carboxylate